FC(C1=NN=C(O1)C=1C=CC(=NC1)CN(C(=O)C1(CCN(CC1)C1COC1)F)C1=CC(=CC=C1)F)F N-((5-(5-(difluoromethyl)-1,3,4-oxadiazol-2-yl)pyridin-2-yl)methyl)-4-fluoro-N-(3-fluorophenyl)-1-(oxetan-3-yl)piperidine-4-carboxamide